IC=1C=C2C=NN(C2=CC1)C1OCCCC1 5-iodo-1-(tetrahydro-2H-pyran-2-yl)-1H-indazole